2-(methoxybenzhydryl)pyrrolidine COC(C1=CC=CC=C1)(C1=CC=CC=C1)C1NCCC1